1-(4-amino-4-methylpiperidine-1-yl)ethan-1-one NC1(CCN(CC1)C(C)=O)C